Cl.FC1(CC2(C1)CCNCC2)F 2,2-difluoro-7-azaspiro[3.5]nonane hydrochloride